FC1=CC=C(C(=O)C2=CC=C(OC3=CC(=CC(=C3)OC3=CC=C(C=C3)C(C3=CC=C(C=C3)F)=O)OC3=CC=C(C=C3)C(C3=CC=C(C=C3)F)=O)C=C2)C=C1 1,3,5-tris(4-(4-fluorobenzoyl)phenoxy)benzene